methyl 2-bromoisonicotinate BrC=1C=C(C(=O)OC)C=CN1